FC=1C=C(C=CC1OC)C(CC(=O)OC(C)(C)C)C=1OC=C(N1)CCCC(C)=O tert-butyl 3-(3-fluoro-4-methoxyphenyl)-3-(4-(4-oxopentyl)oxazol-2-yl)propanoate